2-[(3R)-3-methylmorpholin-4-yl]-8-(1H-pyrazol-5-yl)-1,7-naphthyridine C[C@H]1N(CCOC1)C1=NC2=C(N=CC=C2C=C1)C1=CC=NN1